CC=1C=C(C=CC1CN1CCC2(CN(C2)C(=O)OC(C)(C)C)CC1)C1=CC=CC=C1 tert-butyl 7-((3-methyl-[1,1'-biphenyl]-4-yl) methyl)-2,7-diazaspiro[3.5]nonane-2-carboxylate